(1R,5R)-8-fluoro-7-oxo-1-({2,3',5'-trifluoro-[1,1'-biphenyl]-3-yl}methyl)-9-oxa-2,6-diazaspiro[4.5]decane-2-carboxylic acid 2,2-difluoroethyl ester FC(COC(=O)N1[C@@H]([C@@]2(CC1)NC(C(OC2)F)=O)CC=2C(=C(C=CC2)C2=CC(=CC(=C2)F)F)F)F